FC=1C(=NC(=C(C1)O[C@@H]1C[C@H](CCC1)C(=O)OC(C)C)C)C=1N=NN(C1C(=O)O)C 4-(3-fluoro-5-(((1s,3s)-3-(isopropoxycarbonyl)cyclohexyl)oxy)-6-methylpyridin-2-yl)-1-methyl-1H-1,2,3-triazole-5-carboxylic acid